FC(C=1C=C(C=C(C1)C(F)(F)F)NC(=O)NC1=CC=CC=C1)(F)F N-[3,5-bis(trifluoromethyl)-phenyl]-N'-phenylurea